1-(tert-Butyl) 2-methyl (2R,5S)-5-propylpyrrolidine-1,2-dicarboxylate C(CC)[C@H]1CC[C@@H](N1C(=O)OC(C)(C)C)C(=O)OC